C(C)N(C=NC1=C(C=C(C(=C1)F)C1(COC1)OCC1=CC=C(C=C1)C(F)(F)F)C)C N-ethyl-N'-(5-fluoro-2-methyl-4-(3-((4-(trifluoromethyl)benzyl)oxy)oxetan-3-yl)phenyl)-N-methylformimidamide